N,N,N-trimethyl-4-(2-oxobornen-3-ylmethyl)phenylammonium methyl-sulfate COS(=O)(=O)[O-].C[N+](C)(C)C1=CC=C(C=C1)CC=1C(C2(CCC1C2(C)C)C)=O